Tert-Butyl 4-(4-((7-(4-Fluoro-2-Methoxyphenyl)-6-Methylthieno[3,2-d]Pyrimidin-2-Yl)Amino)-1H-Pyrazol-1-Yl)Piperidine-1-Carboxylate FC1=CC(=C(C=C1)C1=C(SC2=C1N=C(N=C2)NC=2C=NN(C2)C2CCN(CC2)C(=O)OC(C)(C)C)C)OC